COC1=CC=C(C=C1)CC(=S)NC(C)=O N-(2-(4-methoxyphenyl)thioacetyl)acetamide